FC1(S(=O)(=O)CC(C1(C(F)F)F)F)F 2,2,3,4-tetrafluoro-3-(difluoromethyl)sulfolane